[7-[[6-(difluoromethoxy)-3-pyridyl]methyl]-2-azaspiro[3.5]nonan-2-yl]-[6-[5-(1-hydroxycyclopropyl)-4H-1,2,4-triazol-3-yl]-2-azaspiro[3.3]heptan-2-yl]methanone FC(OC1=CC=C(C=N1)CC1CCC2(CN(C2)C(=O)N2CC3(C2)CC(C3)C3=NN=C(N3)C3(CC3)O)CC1)F